3-ethyl-1,3,5-thiadiazolium C(C)[N+]1=CSN=C1